FC(OC1=CC=C(C=C1)C=1C=CC(N(N1)CC=1SC(=NN1)C(F)(F)F)=O)F 6-(4-(difluoromethoxy)phenyl)-2-((5-(trifluoromethyl)-1,3,4-thiadiazol-2-yl)methyl)pyridazin-3(2H)-one